methyl 1-cyanocyclopentanecarboxylate C(#N)C1(CCCC1)C(=O)OC